FC(C1=NN(C=C1NC(OCC1=CC=CC=C1)=O)C1OCCCC1)F benzyl [3-(difluoromethyl)-1-(tetrahydro-2H-pyran-2-yl)-1H-pyrazol-4-yl]carbamate